CC1(COC2=C1C(=CC=C2)OC2=CC=C(C=N2)NC2=NN(C=C2[N+](=O)[O-])C)C 6-[(3,3-dimethyl-2H-benzofuran-4-yl)oxy]-N-(1-methyl-4-nitropyrazol-3-yl)pyridin-3-amine